1,1,2,2-tetrafluoro-N,N-dimethylethylamine CN(C)C(C(F)F)(F)F